FC=1C=2N(C=C(C1)NC(=O)C=1C=CC(=C3C=CN=NC13)NC1CC3CCC(C1)N3C(=O)OC(C)(C)C)C=C(N2)C tert-butyl (exo)-3-[[8-([8-fluoro-2-methylimidazo[1,2-a]pyridin-6-yl]carbamoyl)cinnolin-5-yl]amino]-8-azabicyclo[3.2.1]octane-8-carboxylate